Cl.FC1=CC=C(C=C1)N1N=CC2=CC(=C(C=C12)C)C1N(CCCNC1)CCC(F)(F)F 1-(4-fluorophenyl)-6-methyl-5-(1-(3,3,3-trifluoropropyl)-1,4-diazepan-2-yl)indazole Hydrochloride